B(OOC#N)(OOC#N)[O-] dicyanato borate